[O].[B] boron oxygen